N1N=CC2=CC(=CC=C12)N1C(N=CC2=CC=CC=C12)C1=NC(=CC=C1)C N-1H-indazol-5-yl-2-(6-methylpyridin-2-yl)quinazolin